N1=CC=CC=2CCC/C(/C12)=N/NC(=S)N1CCC2(CN(C2)C2=NC=CC=C2)CC1 (Z)-N'-(6,7-dihydroquinolin-8(5H)-ylidene)-2-(pyridin-2-yl)-2,7-diazaspiro[3.5]nonane-7-thiohydrazide